CC1=NC=CC(=C1)C(=O)NC1CCC(CC1)NC1=CC(=NC2=CC=CC=C12)C(F)(F)F 2-methyl-N-[(1s,4s)-4-{[2-(trifluoromethyl)quinolin-4-yl]amino}cyclohexyl]pyridine-4-carboxamide